2-chloro-4-((cyclobutylmethyl)amino)pyrimidin-5-carboxamide ClC1=NC=C(C(=N1)NCC1CCC1)C(=O)N